ClC1=C(C=CC=C1)NC1=C(C#N)C=CC(=N1)C1CC1 2-((2-chlorophenyl)amino)-6-cyclopropylnicotinonitrile